C(C1=CC=CC=C1)OC1=CC=C(C=C1)C[C@@H](C(=O)NC1CCCC1)NC(CC1CCN(CC1)C(=O)OC(C)(C)C)=O tert-Butyl (S)-4-(2-((3-(4-(benzyloxy)phenyl)-1-(cyclopentylamino)-1-oxopropan-2-yl)amino)-2-oxoethyl)piperidine-1-carboxylate